Cl.OC1(CCNCC1)CC(=O)N1CCN(CC1)C(=O)OCC1=CC=CC=C1 benzyl 4-[2-(4-hydroxypiperidin-4-yl)acetyl]piperazine-1-carboxylate hydrochloride